FC=1C(=C(C(=CC1F)F)C(C)=O)NC1=C(C=C(C=C1)I)F 1-(3,4,6-Trifluoro-2-((2-fluoro-4-iodophenyl)amino)phenyl)ethan-1-one